FC(C=1C=NC(=NC1)N1CCN(CC1)CCN)(F)F 2-(4-(5-(trifluoromethyl)pyrimidin-2-yl)piperazin-1-yl)ethylamine